tert-Butyl (1R,5S)-3-(2-hydroxyethyl)-8-azabicyclo[3.2.1]octane-8-carboxylate OCCC1C[C@H]2CC[C@@H](C1)N2C(=O)OC(C)(C)C